5-chloro-2-(N-((1S,2S)-2-(2-fluoro-6-methylphenyl)-1-(5-oxo-4,5-dihydro-1,3,4-oxadiazol-2-yl)propyl)sulfamoyl)benzamide ClC=1C=CC(=C(C(=O)N)C1)S(N[C@@H]([C@@H](C)C1=C(C=CC=C1C)F)C=1OC(NN1)=O)(=O)=O